C(CC#C)OCCOCCO 2-(2-(but-3-yn-1-yloxy)ethoxy)ethan-1-ol